CS(=O)(=O)C1=CC=C(C=C1)NC(C)C1=CC=C(C=C1)C=1N(C=2C=CC=C(C2C1)NC1CCN(CC1)C)CC(F)(F)F 2-(4-{1-[(4-methanesulfonylphenyl)amino]ethyl}phenyl)-N-(1-methylpiperidin-4-yl)-1-(2,2,2-trifluoroethyl)-1H-indol-4-amine